The molecule is the 2',3'-cyclic phosphate derivative of 7,8-dihydro-D-neopterin. It is a pterin phosphate, a member of neopterins and a dihydropterin. It derives from a 7,8-dihydroneopterin. It is a conjugate acid of a 7,8-dihydro-D-neopterin 2',3'-cyclic phosphate(1-). C1[C@@H](OP(=O)(O1)O)[C@H](C2=NC3=C(NC2)N=C(NC3=O)N)O